OCNC(=O)NCO N,N'-dihydroxymethyl-urea